C1(CCC(N1N(C([O-])=O)C)=O)=O N-succinimidyl-N-methylcarbamate